C1(=CC=CC2=CC=CC=C12)C1=CC=CC2=CC=CC=C12 racemic-1,1'-binaphthyl